3-((1-benzyl-5-(1-(4-methoxyphenyl)-1H-pyrazol-4-yl)piperidin-3-yl)oxy)aniline C(C1=CC=CC=C1)N1CC(CC(C1)C=1C=NN(C1)C1=CC=C(C=C1)OC)OC=1C=C(N)C=CC1